N-(2-hydroxyphenyl)benzamide OC1=C(C=CC=C1)NC(C1=CC=CC=C1)=O